C(C)C1(C(N=CC=N1)C)C 3-ethyl-2,3-dimethylpyrazine